2-(7,8-Dichloro-2-oxo-1,2,3,4,5,6-hexahydroazepino[4,5-b]indol-10-yl)acetonitrile ClC1=C(C=C(C=2C3=C(NC12)CCNC(C3)=O)CC#N)Cl